ethyl 7-(bromomethyl)-4-cyano-2-naphthoate BrCC1=CC=C2C(=CC(=CC2=C1)C(=O)OCC)C#N